1-dodecyl-2,5,6,7-tetrahydro-1H-azepin-2-one C(CCCCCCCCCCC)N1C(C=CCCC1)=O